tert-butyl N-[6-chloro-7-fluoro-3-(1-tetrahydropyran-2-ylpyrazol-4-yl)-1H-indol-4-yl]carbamate ClC1=CC(=C2C(=CNC2=C1F)C=1C=NN(C1)C1OCCCC1)NC(OC(C)(C)C)=O